tert-butyl (S)-(1-(4-((5-cyclopropyl-2-morpholinothiazolo[4,5-b]pyridin-6-yl)carbamoyl)oxazol-2-yl)pyrrolidin-3-yl)carbamate C1(CC1)C1=C(C=C2C(=N1)N=C(S2)N2CCOCC2)NC(=O)C=2N=C(OC2)N2C[C@H](CC2)NC(OC(C)(C)C)=O